4,6-Dichloro-5-(2-methoxyphenoxy)-2-(3-methylbenzyl)pyrimidine ClC1=NC(=NC(=C1OC1=C(C=CC=C1)OC)Cl)CC1=CC(=CC=C1)C